CC(CN1CC2(C1)CC(C2)CNC(=O)N2[C@@H](CN(C[C@@H]2C)C2=NC=C(C=N2)C(F)(F)F)C)(C)C (2R,6S)-N-{[2-(2,2-dimethylpropyl)-2-azaspiro[3.3]heptan-6-yl]methyl}-2,6-dimethyl-4-[5-(trifluoromethyl)pyrimidin-2-yl]piperazine-1-carboxamide